CC=1C(=NC(=NC1)NC1CCOCC1)N1C=NC(=C1)C(=O)NC(CO)C1=CC(=CC=C1)Cl 1-(5-methyl-2-((tetrahydro-2H-pyran-4-yl)amino)pyrimidin-4-yl)-N-(1-(3-chlorophenyl)-2-hydroxyethyl)-1H-imidazole-4-carboxamide